(Z)-1-(4-amino-2-fluorobut-2-en-1-yl)-N-methyl-4-(3-(methylsulfonyl)phenyl)-1H-benzo[d][1,2,3]triazole-6-carboxamide NC\C=C(\CN1N=NC2=C1C=C(C=C2C2=CC(=CC=C2)S(=O)(=O)C)C(=O)NC)/F